C(C)(C)C1=CC=C(C=C1)C(C)C 2,5-diisopropylbenzene